5-amino-2-(2,3,5-trichlorophenyl)oxazole-4-carbonitrile tert-Butyl-nitrite C(C)(C)(C)ON=O.NC1=C(N=C(O1)C1=C(C(=CC(=C1)Cl)Cl)Cl)C#N